3-(3-(4-(((tert-butyldimethylsilyl)oxy)methyl)phenyl)-5-(1-(fluoromethyl)-1H-1,2,3-triazol-4-yl)-3H-imidazo[4,5-b]pyridin-2-yl)pyridin-2-amine [Si](C)(C)(C(C)(C)C)OCC1=CC=C(C=C1)N1C(=NC=2C1=NC(=CC2)C=2N=NN(C2)CF)C=2C(=NC=CC2)N